COC1=C(C=CC(=C1)N1CCC(CC1)C(F)(F)F)NC=1C=CC2=C(OCC(N2C)=O)C1 7-((2-methoxy-4-(4-(trifluoromethyl)piperidin-1-yl)phenyl)amino)-4-methyl-2H-benzo[b][1,4]oxazin-3(4H)-one